CN1N=CC=2C1=CN=NC2O 1-methyl-1H-pyrazolo[3,4-d]pyridazine-4-ol